C(C)(C)(C)OC(=O)C1=C2C(=C(NC2=CC=C1)C)C(C1=C(C=CC=C1)Cl)=O tert-butoxycarbonyl-3-(2-chlorobenzoyl)-2-methylindole